FC1=C(C=C(C=C1)C1=NC(=NO1)[C@H]1CN(CC1)C#N)C=1C=NN(C1)C (R)-3-(5-(4-fluoro-3-(1-methyl-1H-pyrazol-4-yl)phenyl)-1,2,4-oxadiazol-3-yl)pyrrolidine-1-carbonitrile